CN1C(N(C(C(=C1)C(C(C(C(F)(F)F)(F)F)(F)F)(F)F)=O)C)=O L-1,3-dimethyl-5-(perfluorobutyl)pyrimidine-2,4(1H,3H)-dione